2-(6-{5-chloro-2-[(oxan-4-yl)amino]pyrimidin-4-yl}-1-oxo-2,3-dihydro-1H-isoindol-2-yl)-N-[1-(3,4-difluorophenyl)ethyl]acetamide ClC=1C(=NC(=NC1)NC1CCOCC1)C1=CC=C2CN(C(C2=C1)=O)CC(=O)NC(C)C1=CC(=C(C=C1)F)F